N1=C(NC2=C1C=CC=C2)C=2C=CC1=C(C(=CO1)C1CC3CCCCN3CC1)C2 5-(benzimidazol-2-yl)-3-(octahydro-2H-quinolizin-2-yl)benzofuran